C(C)OC(C1=CC(=CC(=C1)Br)Br)=O 3,5-Dibromobenzoic acid ethyl ester